tert-butyl 3-(7-(8-chloronaphthalen-1-yl)-2-(((S)-1-methylpyrrolidin-2-yl) methoxy)-5,6,7,8-tetrahydropyrido[3,4-d]pyrimidin-4-yl)-3,8-diazabicyclo[3.2.1]octane-8-carboxylate ClC=1C=CC=C2C=CC=C(C12)N1CC=2N=C(N=C(C2CC1)N1CC2CCC(C1)N2C(=O)OC(C)(C)C)OC[C@H]2N(CCC2)C